(S)-(5-cyclopropyl-1-methyl-1H-pyrazol-4-yl)(7-methyl-2,3-diphenyl-2,4,5,7-tetrahydro-6H-pyrazolo[3,4-c]pyridin-6-yl)methanone C1(CC1)C1=C(C=NN1C)C(=O)N1[C@H](C=2C(CC1)=C(N(N2)C2=CC=CC=C2)C2=CC=CC=C2)C